C(=C)OCCONC(=O)C1=CC2=C(N=CN2C)C(=C1NC1=C(C=C(C=C1)Br)Cl)F 6-(4-Bromo-2-chloro-phenylamino)-7-fluoro-3-methyl-3H-benzoimidazole-5-carboxylic acid (2-vinyloxyethoxy)-amide